NC1=NC=CC2=C(C=CC=C12)C=1C=C2CCC3(CCN(CC3)CC)C2=CC1 5-(1-aminoisoquinolin-5-yl)-1'-ethyl-2,3-dihydrospiro[indene-1,4'-piperidine]